NC1=C(C(=NN1C(CF)CF)C1=C2C=CNC2=C(C=C1)CNC(C1=C(C=CC(=C1)F)OC)=O)C(=O)N 5-amino-1-(1,3-difluoropropan-2-yl)-3-(7-((5-fluoro-2-methoxybenzamido)methyl)-1H-indol-4-yl)-1H-pyrazole-4-carboxamide